C(C)(C)C1CCC(C2CCC(=CC12)C=O)C 8-Isopropyl-5-methyl-3,4,4a,5,6,7,8,8a-octahydronaphthalene-2-carbaldehyde